5,8-dimethoxy-2-tetralone COC1=C2CCC(CC2=C(C=C1)OC)=O